3-(2-carboxyethyl-disulfanyl)propanoic acid C(=O)(O)CCSSCCC(=O)O